9-((tetrahydro-2H-pyran-4-yl)methoxy)nonanamide tert-butyl-N-{[5-(2,4-difluorophenyl)-1-(3-nitrobenzenesulfonyl)-1H-pyrrol-3-yl]methyl}-N-methylcarbamate C(C)(C)(C)OC(N(C)CC1=CN(C(=C1)C1=C(C=C(C=C1)F)F)S(=O)(=O)C1=CC(=CC=C1)[N+](=O)[O-])=O.O1CCC(CC1)COCCCCCCCCC(=O)N